C(C)C1=C(C=C(C(=C1)O)F)C1=CC(=C2C(=NNC2=C1)C=1NC2=C(CN(CC2)C(CN2CCOCC2)=O)N1)F 1-(2-(6-(2-ethyl-5-fluoro-4-hydroxyphenyl)-4-fluoro-1H-indazol-3-yl)-1,4,6,7-tetrahydro-5H-imidazo[4,5-c]pyridin-5-yl)-2-morpholinylethan-1-one